3,3-difluorocyclobutyl (4-cyclobutyl-3-(6-(difluoromethoxy)pyridin-3-yl)-1-methyl-1H-pyrazol-5-yl)carbamate C1(CCC1)C=1C(=NN(C1NC(OC1CC(C1)(F)F)=O)C)C=1C=NC(=CC1)OC(F)F